C(C)N1N=C(C(=C1COCC1=CC=C(C=C1)OC)B1OC(C(O1)(C)C)(C)C)C 1-Ethyl-5-(((4-methoxybenzyl)oxy)methyl)-3-methyl-4-(4,4,5,5-tetramethyl-1,3,2-dioxaborolan-2-yl)-1H-pyrazole